CNC(=O)C=1C=CC2=C(OC[C@@H]3N2CCN(C3)C(=O)OC(C)(C)C)N1 |r| tert-Butyl (±)-8-(methylaminocarbonyl)-1,2,4a,5-tetrahydropyrazino[1,2-d]pyrido[2,3-b][1,4]oxazine-3(4H)-carboxylate